C(=O)O.C(#N)C=1C(=NC=C(C1C1=CC(=C(C=C1)C#N)F)C1=CC(=C(C=C1)OC)O)N1CCC(CC1)NCC1=CC=C(OC(C(=O)NO)C)C=C1 2-(4-(((1-(3-Cyano-4-(4-cyano-3-fluorophenyl)-5-(3-hydroxy-4-methoxyphenyl)pyridin-2-yl)piperidin-4-yl)amino)methyl)phenoxy)-N-hydroxypropanamide formate